C(C)(C)(C)OC(=O)N1CCN(CC1)C=1C=NNC(C1Cl)=O 4-(5-chloro-6-oxo-1H-pyridazin-4-yl)piperazine-1-carboxylic acid tert-butyl ester